C1=2C=3C=CN(CCCCCCNC(CCC4=C5C=CNC5=CC=C4CC(=CC=C1)C2)=O)N3 5,12,20,31-tetrazapentacyclo[24.3.1.12,5.016,24.017,21]hentriaconta-1(30),2(31),3,16,18,21,23,26,28-nonaen-13-one